2-O-tolyl-propane-1,2,3-tricarboxylic acid C1(=C(C=CC=C1)OC(=O)C(CC(=O)O)CC(=O)O)C